ClC1=CC(=C(C=C1)NC1=C(C(=O)NC2=CC(=NN2C)C(F)(F)F)C=CC=C1)C 2-((4-Chloro-2-methylphenyl)amino)-N-(1-methyl-3-(trifluoromethyl)-1H-pyrazol-5-yl)benzamide